COC=1SC2=C(N1)C=CC=C2 2-methoxy-1,3-benzothiazole